FC(C1=NN=C(S1)C1=CN=C2N1C=C(C=C2C#CC(C)(C)O)S(=O)(=O)NC2(CC2)C)F 3-(5-(difluoromethyl)-1,3,4-thiadiazol-2-yl)-8-(3-hydroxy-3-methylbut-1-yn-1-yl)-N-(1-methylcyclopropyl)imidazo[1,2-a]pyridine-6-sulfonamide